(R)-2-((R)-4,4-difluoro-3-(6-oxo-1,6-dihydropyridin-3-yl)piperidin-1-yl)-N-(1-(3,5-difluorobenzyl)-2-(trifluoromethyl)-1H-imidazol-4-yl)propanamide FC1([C@@H](CN(CC1)[C@@H](C(=O)NC=1N=C(N(C1)CC1=CC(=CC(=C1)F)F)C(F)(F)F)C)C1=CNC(C=C1)=O)F